2,6-diazaspiro[3.3]heptan-2-yl-[4-[[3-(3-fluoro-4-methoxyphenyl)imidazo[1,2-a]pyrazin-8-yl]amino]-2-methylphenyl]methanone C1N(CC12CNC2)C(=O)C2=C(C=C(C=C2)NC=2C=1N(C=CN2)C(=CN1)C1=CC(=C(C=C1)OC)F)C